N1(N=CN=C1)CO (1H-1,2,4-triazol-1-yl)-methanol